ClC=1C(=CC(=NC1)NC(=O)C1=CN=CS1)C(F)(F)F N-(5-chloro-4-(trifluoromethyl)pyridin-2-yl)thiazole-5-carboxamide